ClC1=C(C=C(OCC(=O)NC23CC(C2)(C3)C=3C=NC(=CC3)OCCCOC(F)(F)F)C=C1)F 2-(4-chloro-3-fluorophenoxy)-N-(3-{6-[3-(trifluoromethoxy)propoxy]pyridin-3-yl}bicyclo[1.1.1]pentan-1-yl)acetamide